C(C=C)(=O)N1CCN(CC1)C1=CC(N(C2=CC(=C(C=C12)F)C1=C(C=CC=C1O)F)C1=C(C=CC=C1C)C)=O 4-(4-propenoylpiperazin-1-yl)-1-(2,6-dimethylphenyl)-6-fluoro-7-(2-fluoro-6-hydroxyphenyl)quinolin-2(1H)-one